C(C)(C)(C)OC(=O)C1=CN=CS1.FC1=C(CS(=O)(=O)C2=NN=C(S2)NC(C2=C(C=CC=C2)C(F)(F)F)=O)C=CC=C1 N-(5-((2-fluorobenzyl)sulfonyl)-1,3,4-thiadiazol-2-yl)-2-(trifluoromethyl)benzamide T-butyl-thiazole-5-carboxylate